N[C@H]1[C@H](O)O[C@@H]([C@H]([C@@H]1O)O)CO 2-amino-2-deoxy-β-D-glucopyranose